ClC1=CC=C(C=N1)CNCC1=C(C=CC=C1)Cl 1-(6-chloropyridin-3-yl)-N-(2-chlorobenzyl)methylamine